(4-(tert-butyl)phenyl)-1-methyl-1H-pyrrolo[2,3-b]pyridine C(C)(C)(C)C1=CC=C(C=C1)C1=CC=2C(=NC=CC2)N1C